triphenylcarbenium C1(=CC=CC=C1)[C+](C1=CC=CC=C1)C1=CC=CC=C1